tert-butyl-3-cyano-3-(trimethylsilyloxy)azetidine tert-butyl-benzyl(6-bromo-3-iodoimidazo[1,2-a]pyrazin-8-yl)carbamate C(C)(C)(C)OC(N(C=1C=2N(C=C(N1)Br)C(=CN2)I)CC2=CC=CC=C2)=O.C(C)(C)(C)N2CC(C2)(O[Si](C)(C)C)C#N